C1(CC1)CNC1=C(C(=O)O)C=CC(=C1)N1C=CC=2C1=NC(=CN2)C2=CC=CC=C2 2-((Cyclopropylmethyl)amino)-4-(3-phenyl-5H-pyrrolo[2,3-b]pyrazin-5-yl)benzoic acid